N-[(1S)-1-[2-(cyclopropylamino)-2-oxo-acetyl]-4,4-difluoro-pentyl]-5-fluoro-2-[(3-fluorobenzoyl)amino]pyridine-3-carboxamide C1(CC1)NC(C(=O)[C@H](CCC(C)(F)F)NC(=O)C=1C(=NC=C(C1)F)NC(C1=CC(=CC=C1)F)=O)=O